NC1=NC=NN2C1=CC=C2[C@H]2[C@@H]([C@@H]([C@@](O2)(C#N)COP(=O)(OC2=CC=CC=C2)N[C@@H](CC(=O)OCCCCC)C(=O)OCCCCC)O)O Dipentyl ((((2R,3S,4R,5S)-5-(4-aminopyrrolo[2,1-f][1,2,4]triazin-7-yl)-2-cyano-3,4-dihydroxytetrahydrofuran-2-yl)methoxy)(phenoxy)phosphoryl)-L-aspartate